Di-tert-butyl (2-(4-chlorophenyl)-2-methylpropanoyl)-L-valyl-D-glutamate ClC1=CC=C(C=C1)C(C(=O)N[C@@H](C(C)C)C(=O)N[C@H](CCC(=O)OC(C)(C)C)C(=O)OC(C)(C)C)(C)C